ClC(OC1=CC=C(C=C1)NC(=O)C=1C=C(C2=C(N=C3COC[C@H](N32)C)C1)C=1C=C3C(N(C(C3=CC1)=O)C)=O)(F)F (R)-N-(4-(chlorodifluoromethoxy)phenyl)-4-methyl-6-(2-methyl-1,3-dioxoisoindolin-5-yl)-3,4-dihydro-1H-benzo[4,5]imidazo[2,1-c][1,4]oxazine-8-carboxamide